Caprolactone 2-hydroxyethyl-methacrylate phosphate P(=O)(O)(O)O.OCCOC(C(=C)C)=O.C1(CCCCCO1)=O